2,2-dimethyl-1-((2S,5S)-9-((4-(trifluoromethoxy)phenyl)ethynyl)-2,3-dihydro-2,5-methanopyrido[3,4-f][1,4]oxazepin-4(5H)-yl)propan-1-one CC(C(=O)N1C[C@H]2OC3=C([C@@H]1C2)C=NC=C3C#CC3=CC=C(C=C3)OC(F)(F)F)(C)C